tributyl-(2-methoxyethyl)phosphorus C(CCC)[P](CCOC)(CCCC)CCCC